N1=C(C=NC=C1)C=O (pyrazin-2-yl)methanone